Ethyl (E)-5-[3-(3-chloro-10,11-dihydro-5H-dibenzo[b,f]azepin-5-yl)propylamino]pent-2-enoate maleate C(\C=C/C(=O)O)(=O)O.ClC=1C=CC2=C(N(C3=C(CC2)C=CC=C3)CCCNCC/C=C/C(=O)OCC)C1